C(C)C1=C(C=C2C(C=C(O2)CN2CCCCC2)=C1C(=O)O)N(C1CCOCC1)CC 5-Ethyl-6-(ethyl-(tetrahydro-2H-pyran-4-yl)amino)-2-(piperidin-1-ylmethyl)benzofuran-4-carboxylic acid